2-methyl-3,4-thiophenedicarboxylic acid CC=1SC=C(C1C(=O)O)C(=O)O